1-[(8aS)-6-Chloro-5-[2-fluoro-5-(hydroxymethyl)phenyl]-8a,9,11,12-tetrahydropyrazino[2',1':3,4][1,4]oxazepino[5,6,7-de]quinazolin-10(8H)-yl]prop-2-en-1-one ClC1=C2C3=C(N=CN=C3C=C1C1=C(C=CC(=C1)CO)F)N1[C@H](CO2)CN(CC1)C(C=C)=O